3-[(2-chloro-6-fluorophenyl)methyl]-4-{[3-(trifluoromethyl)-1H-pyrazol-1-yl]methyl}-4,5-dihydro-1,2,4-oxadiazol-5-one ClC1=C(C(=CC=C1)F)CC1=NOC(N1CN1N=C(C=C1)C(F)(F)F)=O